4-aminobutyl (2-((8S,9S,10R,13S,14S,17R)-17-hydroxy-10,13-dimethyl-3,11-dioxo-6,7,8,9,10,11,12,13,14,15,16,17-dodecahydro-3H-cyclopenta[a]phenanthren-17-yl)-2-oxoethyl) carbonate C(OCCCCN)(OCC(=O)[C@]1(CC[C@H]2[C@@H]3CCC4=CC(C=C[C@@]4([C@H]3C(C[C@]12C)=O)C)=O)O)=O